BrC1=CC=C(C=C1)C(C=C(SCC)SCC)=O 1-(4-bromophenyl)-3,3-bis(ethylsulfanyl)prop-2-en-1-one